C(#N)C1=CC(=NC(=N1)C)NC1=CC(=NN1)CCC=1C=C(C=CC1F)NC(C1=CC(=C(C=C1)CN(C)C)C(F)(F)F)=O N-(3-(2-(5-((6-cyano-2-methylpyrimidin-4-yl)amino)-1H-pyrazol-3-yl)ethyl)-4-fluorophenyl)-4-((dimethylamino)methyl)-3-(trifluoromethyl)benzamide